1,4-bis[4-(6-acryloyloxyhexyloxy)-3-methylbenzyloxy]-2-methylbenzene C(C=C)(=O)OCCCCCCOC1=C(C=C(COC2=C(C=C(C=C2)OCC2=CC(=C(C=C2)OCCCCCCOC(C=C)=O)C)C)C=C1)C